1,4-bis(diphenylphosphino)ferrocene palladium(II) chloride [Pd](Cl)Cl.C1(=CC=CC=C1)P([C-]1C=CC(=C1)P(C1=CC=CC=C1)C1=CC=CC=C1)C1=CC=CC=C1.[CH-]1C=CC=C1.[Fe+2]